[Br-].C(CC)C=C(C(=O)N)C propyl-methacrylamide bromide